BrC=1C=CC(=C(C=O)C1)OCCBr 5-bromo-2-(2-bromoethoxy)benzaldehyde